tert-butyl {3-[({[(2S,5R)-6-benzyloxy-7-oxo-1,6-diazabicyclo[3.2.1]oct-2-yl]carbonyl}-amino)oxy]propyl}carbamate C(C1=CC=CC=C1)ON1[C@@H]2CC[C@H](N(C1=O)C2)C(=O)NOCCCNC(OC(C)(C)C)=O